FC(COC1=C(C=C(C(=N1)OC)NS(=O)(=O)C1=CNC=2C(N(C=CC21)CCOC)=O)F)F N-[6-(2,2-difluoroethoxy)-5-fluoro-2-methoxy-3-pyridyl]-7-keto-6-(2-methoxyethyl)-1H-pyrrolo[2,3-c]pyridine-3-sulfonamide